1-(4-Bromophenyl)-1,3-butanedione BrC1=CC=C(C=C1)C(CC(C)=O)=O